B([O-])([O-])O.B(O)(O)O.B(O)(O)O.[Li+].[Cs+] caesium lithium triborate